(S)-6-methoxy-2-methyl-N-(1-((4-(methylsulfonyl)morpholin-2-yl)methyl)-1H-pyrazolo[3,4-d]pyrimidin-6-yl)-1,2,3,4-tetrahydroisoquinolin-7-amine Trifluoroacetate FC(C(=O)O)(F)F.COC=1C=C2CCN(CC2=CC1NC1=NC=C2C(=N1)N(N=C2)C[C@H]2CN(CCO2)S(=O)(=O)C)C